2-(2-bromo-1H-indol-3-ylmethylene)malononitrile BrC=1NC2=CC=CC=C2C1C=C(C#N)C#N